4-(3-(9-(3,5-bis(trifluoromethyl)phenyl)-1,3-dioxo-1H-xantheno[2,1,9-def]isoquinolin-2(3H)-yl)propoxy)-2,6-dimethylbenzaldehyde FC(C=1C=C(C=C(C1)C(F)(F)F)C1=CC=C2OC=3C=CC=4C(N(C(C5=CC=C(C3C45)C2=C1)=O)CCCOC1=CC(=C(C=O)C(=C1)C)C)=O)(F)F